N-[4-[4-[1-(azetidin-3-ylmethyl)-1-methyl-piperidin-1-ium-4-carbonyl]piperazine-1-carbonyl]-3-chloro-phenyl]-5-(2,3-difluoro-4-methoxy-phenyl)-1-methyl-imidazole-2-carboxamide N1CC(C1)C[N+]1(CCC(CC1)C(=O)N1CCN(CC1)C(=O)C1=C(C=C(C=C1)NC(=O)C=1N(C(=CN1)C1=C(C(=C(C=C1)OC)F)F)C)Cl)C